C(CCC)C1CS(C2=C(N(C1)C1=CC=CC=C1)C=C(C(=C2)OC=C(C(=O)O)F)SC)(=O)=O 3-((3-butyl-7-(methylthio)-1,1-dioxido-5-phenyl-2,3,4,5-tetrahydro-1,5-benzothiazepin-8-yl)oxy)-2-fluoroacrylic acid